2-amino-6-ethoxy-4-(6-(6-((6-methoxypyridin-2-yl)methyl)-3,6-diazabicyclo[3.1.1]Heptane-3-yl)pyridin-3-yl)pyrazolo[1,5-a]Pyridine-3-carbonitrile NC1=NN2C(C(=CC(=C2)OCC)C=2C=NC(=CC2)N2CC3N(C(C2)C3)CC3=NC(=CC=C3)OC)=C1C#N